ClC=1C(=NC(=NC1)N[C@H]1CN(CC1)CCC1CCN(CC1)CC1CCN(CC1)C=1C=C2CN(CC2=CC1)C1C(NC(CC1)=O)=O)C1=CNC2=CC=CC=C12 5-(4-((4-(2-((R)-3-((5-chloro-4-(1H-indol-3-yl)pyrimidin-2-yl)amino)pyrrolidine-1-yl)ethyl)piperidin-1-yl)methyl)piperidin-1-yl)-2-(2,6-dioxopiperidin-3-yl)isoindoline